COC=1C=C(C=CC1)C/C(=C/C(=O)OCC)/C ethyl (E)-4-(3-methoxyphenyl)-3-methylbut-2-enoate